ClC=1C=C(C=CC1)C(C#N)=C1CCN(CC1)C(=O)N1CC=2C(CC1)=NOC2 2-(3-chlorophenyl)-2-(1-(4,5,6,7-tetrahydroisoxazolo[4,3-c]pyridine-5-carbonyl)piperidin-4-ylidene)acetonitrile